(R)-2-(3-(2-ethynyl thiazol-4-yl) ureido)-2-(4-(2-(pyrrolidin-1-yl) pyridin-4-yl)-phenyl)-ethyl carbamate C(N)(OC[C@@H](C1=CC=C(C=C1)C1=CC(=NC=C1)N1CCCC1)NC(=O)NC=1N=C(SC1)C#C)=O